4-FLUORO-3-(CHLOROMETHYL)BENZALDEHYDE FC1=C(C=C(C=O)C=C1)CCl